C1=CC=CC=2C(C3=CC=CC=C3C3(C12)C1=CC=CC=C1NC=1C=CC=CC13)=O 10H,10'H-spiro[acridin-9,9'-anthracene]-10'-one